NC1=NN2C(C=CC(=C2)C=2C=C(C(=NC2)OC)NC(=O)N2OCC[C@H]2C2=CC=CC=C2)=N1 (S)-N-(5-(2-amino-[1,2,4]triazolo[1,5-a]pyridin-6-yl)-2-methoxypyridin-3-yl)-3-phenylisooxazolidine-2-carboxamide